C(C1=CC=CC=C1)C=1SC2=C(N1)CC[C@@]1([C@H]3CC[C@]4([C@H]([C@@H]3C[C@@H]([C@H]12)O)CCC4=O)C)C (5aR,5bS,7aS,10aS,10bR,12S,12aS)-2-benzyl-12-hydroxy-5a,7a-dimethyl-4,5,5a,5b,6,7,7a,9,10,10a,10b,11,12,12a-tetradecahydro-8H-cyclopenta[7,8]phenanthro[2,1-d]thiazol-8-one